5-Dodecylheptadecyl 5-(Methoxy(Methyl)Amino)-5-Oxopentanoate CON(C(CCCC(=O)OCCCCC(CCCCCCCCCCCC)CCCCCCCCCCCC)=O)C